6-bromo-8-chloro-N-methyl-N-[1-(3-pyrimidin-2-ylpyrazin-2-yl)ethyl]quinazolin-4-amine BrC=1C=C2C(=NC=NC2=C(C1)Cl)N(C(C)C1=NC=CN=C1C1=NC=CC=N1)C